methyl 2-[5-[3-(1-cyanoethyl)phenyl]-1-methyl-pyrazol-4-yl]-6-methyl-pyridine-4-carboxylate C(#N)C(C)C=1C=C(C=CC1)C1=C(C=NN1C)C1=NC(=CC(=C1)C(=O)OC)C